[C@H]12CN(C[C@H](CC1)N2)C=2C1=C(N=C(N2)OC[C@H]2N(CCC2)C)CN(CC1)C1=CC=CC2=C(C=CC=C12)Cl 4-((1R,5S)-3,8-diazabicyclo[3.2.1]octan-3-yl)-7-(5-chloronaphthalen-1-yl)-2-(((S)-1-methylpyrrolidin-2-yl)methoxy)-5,6,7,8-tetrahydropyrido[3,4-d]pyrimidine